C1(CC1)N1C(=NC(=C1)C(F)(F)F)C1=C(C=C(C=N1)C(=O)OCC)F ethyl 6-[1-cyclopropyl-4-(trifluoromethyl)imidazol-2-yl]-5-fluoro-pyridine-3-carboxylate